C(C)OC(CC(C(=O)OCC)C1=CC=C(C=C1)OCC(C)C)=O 4-isobutoxybenzenesuccinic acid diethyl ester